N-(1-Methylsulfonylpiperidin-4-yl)-4-(2-pyrrolidin-1-yl-1,3-thiazol-5-yl)-5-(trifluoromethyl)pyrimidin-2-amine CS(=O)(=O)N1CCC(CC1)NC1=NC=C(C(=N1)C1=CN=C(S1)N1CCCC1)C(F)(F)F